C(#N)CCCC(=O)O 4-cyanobutanoic acid